2-[[4-[6-[(5-cyanothiazol-2-yl)methoxy]-2-pyridyl]-2,5-difluorophenyl]methyl]-7-fluoro-3-[[(2S)-oxetan-2-yl]methyl]benzimidazole-5-carboxylic acid C(#N)C1=CN=C(S1)COC1=CC=CC(=N1)C1=CC(=C(C=C1F)CC=1N(C2=C(N1)C(=CC(=C2)C(=O)O)F)C[C@H]2OCC2)F